2-[(4-bromo-2-pyridyl)-methyl-amino]-N,N-dimethylacetamide BrC1=CC(=NC=C1)N(CC(=O)N(C)C)C